BrC=1C=NN(C1C1=CC=C(C=C1)Cl)C1=CC=CC=C1 4-bromo-5-(4-chlorophenyl)-1-phenyl-1H-pyrazole